tert-butyl (4-(4-nitrophenoxy)butyl)carbamate [N+](=O)([O-])C1=CC=C(OCCCCNC(OC(C)(C)C)=O)C=C1